(E)-2-(4-methylmercaptobenzylidene)-2,3-dihydropyrrolizine CSC1=CC=C(\C=C\2/CC3=CC=CN3C2)C=C1